CC=1C=C(C=CC1NC1=NC=C(C(=N1)C1CCC(CC1)=O)C(F)(F)F)SC1CC2(C1)CCN(CC2)C(=O)OC(C)(C)C tert-butyl 2-[3-methyl-4-[[4-(4-oxocyclohexyl)-5-(trifluoromethyl)pyrimidin-2-yl]amino]phenyl]sulfanyl-7-azaspiro[3.5]nonane-7-carboxylate